C(C1=CC=CC=C1)OC1=C(C=CC=C1)NCC(O)C1=NNC(N1)=O 3-[2-(2-(benzyloxy)phenylamino)-1-hydroxyethyl]-1H-1,2,4-triazol-5(4H)-one